(R)-3-((5-methylpyridin-2-yl)amino)butanoic acid CC=1C=CC(=NC1)N[C@@H](CC(=O)O)C